N-(4-(5-amino-1-(4-hydroxycyclohexyl)imidazo[1,5-c]pyrimidin-3-yl)benzyl)-5-fluoro-2-methoxybenzamide NC1=NC=CC=2N1C(=NC2C2CCC(CC2)O)C2=CC=C(CNC(C1=C(C=CC(=C1)F)OC)=O)C=C2